5-androstene-3,7-dione C[C@@]12CCC[C@H]1[C@@H]1C(C=C3CC(CC[C@]3(C)[C@H]1CC2)=O)=O